6-(trifluoromethyl)pyridine-2,3-dicarboxylic acid diethyl ester C(C)OC(=O)C1=NC(=CC=C1C(=O)OCC)C(F)(F)F